ethyl 4-[(2Z)-2-amino-2-hydroxyimino-ethyl]-1,5-dimethyl-pyrazole-3-carboxylate N\C(\CC=1C(=NN(C1C)C)C(=O)OCC)=N/O